FC1=C(C#N)C=CC(=C1)C1=NC2=CC=CC=C2C=C1 2-fluoro-4-(quinolin-2-yl)benzonitrile